5-(TERT-BUTYLDIMETHYLSILYLOXY)-2-OXOCYCLOHEXANECARBALDEHYDE [Si](C)(C)(C(C)(C)C)OC1CCC(C(C1)C=O)=O